(Z)-4-heptenoate C(CC\C=C/CC)(=O)[O-]